C(C)(C)(C)[Si](C)(C)OCCCC1=CC=C(C=C1)Cl tert-butyl-(3-(4-chlorophenyl)propoxyl)dimethylsilane